ethyl diacetylacetate C(C)(=O)C(C(=O)OCC)C(C)=O